C1(=CC(=CC=C1)N(C1=C(C=CC=C1C1=CC=CC=C1)C1=CC=CC=C1)C1=CC(=CC(=C1)Br)OC=1C=C(C=CC1)C1=CC=CC=C1)C1=CC=CC=C1 N-([1,1'-biphenyl]-3-yl)-N-(3-([1,1'-biphenyl]-3-yloxy)-5-bromophenyl)-[1,1':3',1''-terphenyl]-2'-amine